CC1=C2COC(C2=CC=C1CN1CC2=C(N=C(N=C2)N2C=CC=3C(=CC=CC23)C#N)CC1)=O 1-(6-((4-methyl-1-oxo-1,3-dihydroisobenzofuran-5-yl)methyl)-5,6,7,8-tetrahydropyrido[4,3-d]pyrimidin-2-yl)-1H-indole-4-carbonitrile